CN1N=C(C(=C1)NC=1N=C(C2=C(N1)N(C=C2C2=C1C=NNC1=CC(=C2)C)C(C)C)N)C N2-(1,3-dimethyl-1H-pyrazol-4-yl)-7-isopropyl-5-(6-methyl-1H-indazol-4-yl)-7H-pyrrolo[2,3-d]pyrimidine-2,4-diamine